6-((diphenylmethylene)amino)-N,N-bis(4-methoxybenzyl)-3-(1-methyl-1H-1,2,3-triazol-5-yl)-2,7-naphthyridin-1-amine C1(=CC=CC=C1)C(C1=CC=CC=C1)=NC=1C=C2C=C(N=C(C2=CN1)N(CC1=CC=C(C=C1)OC)CC1=CC=C(C=C1)OC)C1=CN=NN1C